ClC=1C=C(N2N=C(N=CC21)NC=2C(=NN(C2)C2CCN(CC2)C(C(C)(O)C)=O)C)C2CC2 1-(4-(4-((5-chloro-7-cyclopropylpyrrolo[2,1-f][1,2,4]triazin-2-yl)amino)-3-methyl-1H-pyrazol-1-yl)piperidin-1-yl)-2-hydroxy-methylpropane-1-one